Cl.Cl.ClC=1C(=NC2=CC=C(C=C2C1)C=1C=CC(=C(C1)CN)F)N1CCNCC1 [5-(3-chloro-2-piperazin-1-yl-6-quinolinyl)-2-fluoro-phenyl]methylamine dihydrochloride